Ethyl 2-(4-((2,4-dioxo-3-(4-(trifluoromethyl)phenyl) imidazolidin-1-yl)methyl)-2,6-dimethylphenoxy)-2-methylpropionate O=C1N(CC(N1C1=CC=C(C=C1)C(F)(F)F)=O)CC1=CC(=C(OC(C(=O)OCC)(C)C)C(=C1)C)C